FC=1C=C(CNC=2C(C(C2NC=2N=COC2)=O)=O)C=CC1C1=NOC(=N1)C(F)(F)F 3-((3-fluoro-4-(5-(trifluoromethyl)-1,2,4-oxadiazol-3-yl)benzyl)amino)-4-(oxazol-4-ylamino)cyclobut-3-ene-1,2-dione